1-methyl-1-(2-(6-(pyridin-4-yl)pyrazolo[1,5-a]pyridine-3-carbonyl)-2-azaspiro[3.3]heptan-6-yl)-3-(5-(trifluoromethyl)pyridin-3-yl)urea CN(C(=O)NC=1C=NC=C(C1)C(F)(F)F)C1CC2(CN(C2)C(=O)C=2C=NN3C2C=CC(=C3)C3=CC=NC=C3)C1